1-(4-(2-benzothiazolyl)phenyl)-5-(3,4-dimethylphenyl)-1,4-pentadien-3-one S1C(=NC2=C1C=CC=C2)C2=CC=C(C=C2)C=CC(C=CC2=CC(=C(C=C2)C)C)=O